2-amino-1-(4-(2-(3,4-dimethoxyphenyl)-3-isopropyl-1H-indol-5-yl)piperidin-1-yl)ethanone NCC(=O)N1CCC(CC1)C=1C=C2C(=C(NC2=CC1)C1=CC(=C(C=C1)OC)OC)C(C)C